Cl.NC1CC(C1)(O)C (1r,3r)-3-amino-1-methylcyclobutane-1-ol hydrochloride